ClC=1C=C(C=CC1Cl)C1=CC=C(O1)CCNC(=O)C1=NNC2=CC=CC=C12 1H-Indazole-3-carboxylic acid {2-[5-(3,4-dichlorophenyl)-furan-2-yl]-ethyl}-amide